BrC1=C2C(=C(NC2=C(C=C1F)C(=O)OCC)C)C ethyl 4-bromo-5-fluoro-2,3-dimethyl-1H-indole-7-carboxylate